CC1N(CCC1)CCCCN1C(CCC1)C 2-methyl-1-[4-(2-methylpyrrolidine-1-yl)butyl]pyrrolidine